ethyl 6-[[tert-butoxycarbonyl-[2-[4-(1-cyanocyclopropyl)phenyl]-5-ethylsulfonyl-1-methyl-imidazol-4-yl]amino]methyl]-2,2-difluoro-1,3-benzodioxole-5-carboxylate C(C)(C)(C)OC(=O)N(C=1N=C(N(C1S(=O)(=O)CC)C)C1=CC=C(C=C1)C1(CC1)C#N)CC=1C(=CC2=C(OC(O2)(F)F)C1)C(=O)OCC